4,5-Dichloro-2-(4-(trifluoromethoxy)phenoxy)benzoic acid ClC1=CC(=C(C(=O)O)C=C1Cl)OC1=CC=C(C=C1)OC(F)(F)F